N-ethyl-2-(4-methoxy-phenoxy)-N-(tetrahydrofuran-2-ylmethyl)acetamide C(C)N(C(COC1=CC=C(C=C1)OC)=O)CC1OCCC1